tert-pentyl peroxybenzoate C(C1=CC=CC=C1)(=O)OOC(C)(C)CC